ClC1=C(OC(C(=O)O)(F)F)C=CC=C1 2-(2-chlorophenoxy)-2,2-difluoroacetic acid